CC/C=C\\CC1C(C=CC1=O)CCCCCCCC(=O)OC[C@H](CO[C@H]2[C@@H]([C@H]([C@H]([C@H](O2)CO)O)O)O)OC(=O)CCCCCC3C=CC(=O)C3C/C=C\\CC The molecule is an arabidopside in which the glyceride moiety is acylated by cis-12-oxophytodienoyl and cis-dinor-oxyphytodienoyl groups at positions 1 and 2, respectively, and in which the carbohydrate moiety is a beta-D-galactopyranosyl group. The cyclopentenone moiety of both acyl groups is cis-disubstituted. It is an arabidopside, a beta-D-galactoside, a 1,2-diacyl-3-beta-D-galactosyl-sn-glycerol and a diester.